(2R,4R)-1-(3-chloro-2-fluorobenzyl)-4-((3,5-difluoro-4-(1-meth-yl-1H-imidazol-2-yl)-6-((5-meth-yl-1H-pyrazol-3-yl)amino)pyridin-2-yl)methyl)-2-methylpiperidine-4-carboxylic acid ClC=1C(=C(CN2[C@@H](C[C@@](CC2)(C(=O)O)CC2=NC(=C(C(=C2F)C=2N(C=CN2)C)F)NC2=NNC(=C2)C)C)C=CC1)F